C(C)N1C=NC2=C1N=NC=C2C=2C=CC(=C(C2)C2=C(C=C(C=C2)O)OC)F 5'-(7-ethyl-7H-imidazo[4,5-c]pyridazin-4-yl)-2'-fluoro-2-methoxy-[1,1'-biphenyl]-4-ol